O=C1NC(CCC1N1C(C2=CC=C(C=C2C1)CNC(C(C1=CC=CC=C1)O)=O)=O)=O N-((2-(2,6-dioxopiperidin-3-yl)-1-oxoisoindolin-5-yl)methyl)-2-hydroxy-2-phenylacetamide